CS(=O)(=O)O.C(C)OC(C(COS(=O)(=O)N1C(C(C1=O)N)C)(C)C)=O 3-(3-amino-2-methyl-4-oxo-azetidine-1-sulfonyloxy)-2,2-dimethyl-propionic acid ethyl ester methanesulfonic acid salt